1-(4-cyclopropyl-6-methoxypyrimidin-5-yl)-6-(5-(1-ethyl-4-(trifluoromethyl)-1H-imidazol-2-yl)pyridin-2-yl)-3-methyl-4,5,6,7-tetrahydro-1H-pyrazolo[3,4-c]pyridine C1(CC1)C1=NC=NC(=C1N1N=C(C2=C1CN(CC2)C2=NC=C(C=C2)C=2N(C=C(N2)C(F)(F)F)CC)C)OC